COC(=O)C=1N=CN2C1CN(CC2)CC2=CC=CC=C2 7-benzyl-5,6,7,8-tetrahydroimidazo[1,5-a]Pyrazine-1-carboxylic acid methyl ester